FC(C)(F)C1=NC(=CC(=N1)NC1=CC(=NC=C1OCC1=NC=CC=C1C)NC(C)=O)C N-(4-((2-(1,1-difluoroethyl)-6-methylpyrimidin-4-yl)amino)-5-((3-methylpyridin-2-yl)methoxy)pyridin-2-yl)acetamide